O=S1(CC(C=C1)N(C(CN1C(C=C(C=C1)C1=CC=C(C=C1)F)=O)=O)CC1=CC=NC=C1)=O N-(1,1-dioxido-2,3-dihydrothiophen-3-yl)-2-(4-(4-fluorophenyl)-2-oxopyridin-1(2H)-yl)-N-(pyridin-4-ylmethyl)acetamide